(diphenyl-d10)(diphenyltriazinyl)[(biphenylyl)dibenzofuranyl]biphenyl C1(C(C(C(C(C1[2H])([2H])[2H])([2H])[2H])([2H])[2H])([2H])[2H])([2H])C=1C(=C(C(=C(C1)C1=CC=CC=C1)C1=C(C=CC=2OC3=C(C21)C=CC=C3)C3=C(C=CC=C3)C3=CC=CC=C3)C3=NN=NC(=C3C3=CC=CC=C3)C3=CC=CC=C3)C3(C(C(C(C(C3[2H])([2H])[2H])([2H])[2H])([2H])[2H])([2H])[2H])[2H]